2-[(2R)-3-(3,4-Dihydro-1H-isochinolin-2-yl)-2-hydroxy-propyl]-6-[4-(2-methoxyethyl)piperazin-1-yl]-3,4-dihydroisochinolin-1-on C1N(CCC2=CC=CC=C12)C[C@H](CN1C(C2=CC=C(C=C2CC1)N1CCN(CC1)CCOC)=O)O